ClC1=C(C=CC=C1)CC(=O)NC1=CCN(C=C1)C1(CCC1)C#N 4-[[2-(2-Chlorophenyl)acetyl]amino]-N-(1-cyanocyclobutyl)pyridin